2-(undec-10-enyl)isoindoline-1,3-dione C(CCCCCCCCC=C)N1C(C2=CC=CC=C2C1=O)=O